3-bromo-4-chlorophenyl 2,4,6-tri-O-acetyl-3-azido-3-deoxy-1-thio-α-D-galactopyranoside C(C)(=O)O[C@H]1[C@@H](SC2=CC(=C(C=C2)Cl)Br)O[C@@H]([C@@H]([C@@H]1N=[N+]=[N-])OC(C)=O)COC(C)=O